ClC1=CC(=C(C=C1)C1C=NC2=C(O1)C(=CC=C2)C2CCN(CC2)CC2=NC1=C(N2C[C@@H](O)CC)C=C(C=C1)C(=O)O)F 2-((4-(2-(4-chloro-2-fluorophenyl)-2H-benzo[b][1,4]oxazin-8-yl)piperidin-1-yl)methyl)-1-(((S)-oxabutan-2-yl)methyl)-1H-benzo[d]imidazole-6-carboxylic acid